Cl.C(C)OC(CC1CC2C(CNC2)C1)=O 2-(octahydrocyclopenta[c]pyrrol-5-yl)acetic acid ethyl ester, hydrochloride